(R)-3-bromo-4-((1-((tert-butyldimethylsilyl)oxy)-3-mercaptopropan-2-yl)amino)-5-nitrobenzenesulfonamide BrC=1C=C(C=C(C1N[C@H](CO[Si](C)(C)C(C)(C)C)CS)[N+](=O)[O-])S(=O)(=O)N